FC1C(C1)C1=NNC=C1I 3-(2-fluorocyclopropyl)-4-iodo-1H-pyrazole